NC1=CC=CC(=N1)S(=O)(=O)NC(=O)C=1C(=NC(=C(C1)\C=C\CCC(C)C)C(C)(C)C)N1C(C[C@@H](C1)C)(C)C N-[(6-Amino-2-pyridyl)sulfonyl]-6-tert-butyl-5-[(E)-5-methylhex-1-enyl]-2-[(4S)-2,2,4-trimethylpyrrolidin-1-yl]pyridin-3-carboxamid